NC=1C=2N(C=CN1)C(=NC2C2=CC=C(C(=O)NC1=NC=CC(=C1)C(F)(F)F)C=C2)C2N(CCCC2)C(C=CCOC)=O 4-(8-amino-3-(1-(4-methoxybut-2-enoyl)piperidin-2-yl)imidazo[1,5-a]Pyrazin-1-yl)-N-(4-(trifluoromethyl)pyridin-2-yl)benzamide